CN(C=1C=NN2C1N=C(C=C2)NCCN2CCOCC2)C N3,N3-Dimethyl-N5-(2-morpholinoethyl)pyrazolo[1,5-a]pyrimidine-3,5-diamine